C(CCC)C1N(CCC1N)C=1N=NC(=CC1)C1=C(C=C(C=C1)C1=NC=NC(=C1)OC)OCOC butyl-1-{6-[2-(methoxymethoxy)-4-(6-methoxypyrimidin-4-yl)phenyl]pyridazin-3-yl}pyrrolidin-3-amine